C(C=C)(=O)NC1=C(C=CC(=C1C(=O)NCC=1C(NC(=CC1C)C)=O)C)C1=CC=C(C=C1)CN1CCOCC1 acrylamido-N-((4,6-dimethyl-2-oxo-1,2-dihydropyridin-3-yl)methyl)-4-methyl-4'-(morpholinomethyl)-[1,1'-biphenyl]-3-carboxamide